methyl 5-(2-amino-[1,2,4]triazolo[1,5-a]pyridin-7-yl)-4-fluoro-2-vinylbenzoate NC1=NN2C(C=C(C=C2)C=2C(=CC(=C(C(=O)OC)C2)C=C)F)=N1